1-(3-methoxypropyl)pyrrolidone COCCCN1C(CCC1)=O